C(#N)C1=CC=C(C=C1)C=1C(=NN(C1O)C1=CC=C(C=N1)S(=NC#N)(=O)C)C N-((6-(4-(4-cyanophenyl)-5-hydroxy-3-methyl-1H-pyrazol-1-yl)pyridin-3-yl)(methyl)(oxo)-λ6-sulfaneylidene)cyanamide